FC(C)(C)C=1C(=NC=CC1)C(=O)O (2-fluoroprop-2-yl)picolinic acid